2-[(2-bromo-4-chloro-phenyl)methyl]-3-(4-chlorophenyl)-4-fluoro-6-[1-hydroxy-1-(4-piperidinyl)ethyl]-3-methoxy-isoindolin-1-one BrC1=C(C=CC(=C1)Cl)CN1C(C2=CC(=CC(=C2C1(OC)C1=CC=C(C=C1)Cl)F)C(C)(C1CCNCC1)O)=O